C1=NNC=2C1=C1C=3CCCCC3C(=NC1=CC2)C=2C(=NNC2)C(=O)O 4-(8,9,10,11-tetrahydro-3H-pyrazolo[4,3-a]phenanthridin-7-yl)-1H-pyrazole-3-carboxylic acid